C1CCC=CCCC1 cycloocta-4-ene